OP(O)OP(O)O.C(C)(C)(C)C1=C(C(=CC(=C1)C)C(C)(C)C)C(O)(C(CO)(CO)CO)C1=C(C=C(C=C1)C(C)(C)C)C(C)(C)C (2,6-di-tert-butyl-4-methylphenyl)(2,4-di-tert-butylphenyl)pentaerythritol diphosphite